CC1(NC(N(C(C1)=O)C(C1=CC(=CC=C1)C(N[C@@H](C)C1=CC=CC=C1)=O)C1=CC=CC=C1)=NC(OC(C)(C)C)=O)C tert-butyl (4,4-dimethyl-6-oxo-1-(phenyl(3-(((S)-1-phenylethyl)carbamoyl)phenyl)methyl)tetrahydropyrimidin-2(1H)-ylidene)carbamate